(R) or (S)-6-methyl-3-(trifluoromethyl)-5,6,7,8-tetrahydroimidazo[1,5-a]pyrazine C[C@H]1NCC=2N(C1)C(=NC2)C(F)(F)F |o1:1|